C(#N)C1=CC=C(N2C=CC(=C12)F)C=1C=NC=CC1SC1CCC1 1-((3-(8-Cyano-1-fluoroindolizin-5-yl)pyridin-4-yl)thio)cyclobutan